BrC1=CC2=C(C(=NO2)CC(=O)O)C(=C1)F 2-(6-bromo-4-fluorobenzo[d]isoxazol-3-yl)acetic acid